tert-butyl 4-oxo-7-(trifluoromethyl)-3,4-dihydroquinoline-1(2H)-carboxylate O=C1CCN(C2=CC(=CC=C12)C(F)(F)F)C(=O)OC(C)(C)C